CC1=C(C(=NO1)C2=CC=CC=C2)C3=CC=C(C=C3)S(=O)(=O)N The molecule is a member of the class of isoxazoles that is isoxazole which is substituted at positions 3, 4 and 5 by phenyl, p-sulfamoylphenyl and methyl groups, respectively. A selective cyclooxygenase 2-inhibitor, it used as a nonsteroidal anti-inflammatory drug (NSAID) for the treatment of arthritis from 2001 until 2005, when it was withdrawn following concerns of an associated increased risk of heart attack and stroke. It has a role as a non-steroidal anti-inflammatory drug, a cyclooxygenase 2 inhibitor, a non-narcotic analgesic, an antirheumatic drug and an antipyretic. It is a member of isoxazoles and a sulfonamide.